FC=1C=2N(C=C(C1)C(NC1=C(C=C(C=N1)N1CCN(C3(CC3)C1)C(=O)OC(C)(C)C)C)=N)C=C(N2)C t-butyl 7-(6-(8-fluoro-2-methylimidazo[1,2-a]pyridine-6-carboximidamido)-5-methylpyridin-3-yl)-4,7-diazaspiro[2.5]octane-4-carboxylate